[Si](C)(C)(C(C)(C)C)OC[C@@H]1N(S(OC1)(=O)=O)C(=O)OC(C)(C)C tert-butyl (4S)-4-[[tert-butyl(dimethyl)silyl]oxymethyl]-2,2-dioxo-oxathiazolidine-3-carboxylate